C1(=CC=CC=C1)C(=C(C1=CC=C(C=C1)O)C1=CC=C(C=C1)O)CC 4,4'-(2-phenylbut-1-ene-1,1-diyl)diphenol